(S)-3-(1-butyl-5-methyl-1,2,5,6-tetrahydropyridin-3-yl)-1H-pyrrolo[2,3-b]pyridine C(CCC)N1CC(=C[C@@H](C1)C)C1=CNC2=NC=CC=C21